3a,7a-dihydrobenzo[d][1,3]dioxole O1COC2C1C=CC=C2